5-(6-chloro-1-[[2-(trimethylsilyl)ethoxy]methyl]pyrrolo[2,3-b]pyridin-3-yl)-1-[[2-(trimethylsilyl)ethoxy]methyl]-1,3-benzodiazole ClC1=CC=C2C(=N1)N(C=C2C2=CC1=C(N(C=N1)COCC[Si](C)(C)C)C=C2)COCC[Si](C)(C)C